methyl 2-(4-(4-(5-fluoroisoindoline-2-carboxamido) phenyl)piperidin-1-yl)-2-oxoacetate FC=1C=C2CN(CC2=CC1)C(=O)NC1=CC=C(C=C1)C1CCN(CC1)C(C(=O)OC)=O